6-trifluoromethyl-3,4-dihydro-2H-quinoline-1-carboxylic acid isopropyl ester C(C)(C)OC(=O)N1CCCC2=CC(=CC=C12)C(F)(F)F